(3R,3aR,6S,6aR)-3-methoxy-6-ethoxyhexahydrofurano[3,2-b]furan CO[C@H]1[C@@H]2[C@H](OC1)[C@H](CO2)OCC